3',4'-difluoro-2-aminobiphenyl FC=1C=C(C=CC1F)C1=C(C=CC=C1)N